C[C@H]1CCN(C=2C=C3C=CN(C3=NC2O1)COCC[Si](C)(C)C)C1=C(C(=O)O)C=CC=C1 2-[(13S)-13-methyl-4-[[2-(trimethylsilyl)ethoxy]methyl]-14-oxa-2,4,10-triazatricyclo[7.5.0.0^3,7]tetradec-1(9),2,5,7-tetraen-10-yl]benzoic acid